(S)-5-(((R)-2-(6-(4-chlorophenoxy)pyridin-3-yl)-5-oxido-6,7-dihydrothieno[3,2-d]pyrimidin-4-yl)amino)-1-methylpiperidin-2-one ClC1=CC=C(OC2=CC=C(C=N2)C=2N=C(C3=C(N2)CC[S@]3=O)N[C@H]3CCC(N(C3)C)=O)C=C1